cinnolin-3-yl-[(7S)-2,7-dimethyl-3-(3,4,5-trifluorophenyl)-5,7-dihydro-4H-pyrazolo[3,4-c]pyridin-6-yl]methanone N1=NC(=CC2=CC=CC=C12)C(=O)N1[C@H](C=2C(CC1)=C(N(N2)C)C2=CC(=C(C(=C2)F)F)F)C